1-[4-(4-aminomethyl-phenyl)-piperazin-1-yl]ethanone NCC1=CC=C(C=C1)N1CCN(CC1)C(C)=O